1-{6-Methoxy-3-[(4-methoxyphenyl)methoxy]-5-(3-methoxypropoxy)pyridin-2-yl}ethan-1-one COC1=C(C=C(C(=N1)C(C)=O)OCC1=CC=C(C=C1)OC)OCCCOC